ClC=1C=NC(=NC1)N[C@@H]1C[C@@H]2CN([C@H]1C2)C(=O)C2=C(C=CC(=C2)F)N2N=CC=N2 ((1S,4S,6R)-6-((5-Chloropyrimidin-2-yl)amino)-2-azabicyclo[2.2.1]hept-2-yl)(5-fluoro-2-(2H-1,2,3-triazol-2-yl)phenyl)methanone